C(C)(C)NC=1C=C2C(=NNC2=CC1)C1=NC=CC(=N1)N1N=CC=C1 1-[2-[5-(isopropylamino)-1H-indazol-3-yl]pyrimidin-4-yl]pyrazole